(2-furyl)-5-hydroxy-pyrazolo[1,5-a]pyrimidine-3-carbonitrile O1C(=CC=C1)C1=NN2C(N=C(C=C2)O)=C1C#N